4-(3,4-Dihydro-2H-pyran-6-yl)butan-1-ol methyl-(S)-4-(1-(tert-butoxycarbonyl)piperidine-4-carbonyl)-3-methyl-2,3,4,5-tetrahydrobenzo[f][1,4]oxazepine-8-carboxylate C[C@@H]1OC2=C(CN(C1C)C(=O)C1CCN(CC1)C(=O)OC(C)(C)C)C=CC(=C2)C(=O)OCCCCC2=CCCCO2